((1H-indazol-4-yl)methyl)-2-(amino(phenyl)methyl)-4-methyl-4H-thiazolo[5',4':4,5]Pyrrolo[2,3-d]Pyridazin-5(6H)-one N1N=CC2=C(C=CC=C12)CN1N=CC2=C(C1=O)N(C1=C2SC(=N1)C(C1=CC=CC=C1)N)C